7-(8-amino-1-bromoimidazo[1,5-a]pyrazin-3-yl)-2,7-diazaspiro[4.4]nonan-1-one NC=1C=2N(C=CN1)C(=NC2Br)N2CC1(CCNC1=O)CC2